C(=O)=C1NC(CCC1N1C(C2=CC=CC(=C2C1=C=O)NCC1=CC=C(C(=O)O)C=C1)=C=O)=C=O 4-(((2-(2,6-dicarbonylpiperidin-3-yl)-1,3-dicarbonylisoindolin-4-yl)amino)methyl)benzoic acid